C1(CC1)C1=NN(C=C1C1=NC2=CC=CC=C2N=C1)CCCNC1=C2C(N(C(C2=CC=C1)=O)C1C(NC(CC1)=O)=O)=O ((3-(3-cyclopropyl-4-(quinoxalin-2-yl)-1H-pyrazol-1-yl)propyl)amino)-2-(2,6-dioxopiperidin-3-yl)isoindoline-1,3-dione